1-[3-(5-{[(5-Chlorothiophen-2-yl)methyl]amino}-1-(1,3-thiazol-4-carbonyl)-1H-pyrazol-3-yl)piperazin-1-yl]-2-(morpholin-4-yl)ethan-1-on ClC1=CC=C(S1)CNC1=CC(=NN1C(=O)C=1N=CSC1)C1CN(CCN1)C(CN1CCOCC1)=O